3-bromo-1-(oxan-2-yl)pyrazolo[3,4-b]pyridine BrC1=NN(C2=NC=CC=C21)C2OCCCC2